(difluoromethyl)-5-(3-fluoro-4-((4-(1,2,3,4-tetrahydroisoquinolin-6-yl)-1H-1,2,3-triazol-1-yl)methyl)phenyl)-1,3,4-oxadiazole FC(F)C=1OC(=NN1)C1=CC(=C(C=C1)CN1N=NC(=C1)C=1C=C2CCNCC2=CC1)F